N-[(4-cyclopropanesulfonylpyridin-2-yl)methyl]-5-[5-(trifluoromethyl)pyrazolo[1,5-a]pyridin-3-yl]-1,3-thiazole-2-carboxamide C1(CC1)S(=O)(=O)C1=CC(=NC=C1)CNC(=O)C=1SC(=CN1)C=1C=NN2C1C=C(C=C2)C(F)(F)F